(R)-N-(1''-(3-(cyclopentyl(hydroxy)methyl)benzoyl)dispiro[cyclopropane-1,1'-cyclohexane-4',3''-indolin]-5''-yl)methanesulfonamide C1(CCCC1)[C@H](C=1C=C(C(=O)N2CC3(C4=CC(=CC=C24)NS(=O)(=O)C)CCC2(CC3)CC2)C=CC1)O